3-{2-methanesulfonyl-5-[2-(triisopropylsilyl)ethynyl]pyrido[2,3-d]pyrimidin-7-yl}-4-(methoxymethyl)-1,3-oxazolidin-2-one CS(=O)(=O)C=1N=CC2=C(N1)N=C(C=C2C#C[Si](C(C)C)(C(C)C)C(C)C)N2C(OCC2COC)=O